C(C)(C)(C)OC(=O)NC1(CC(C1)O[Si](C1=CC=CC=C1)(C1=CC=CC=C1)C(C)(C)C)C(=O)O 1-((tert-butoxycarbonyl)amino)-3-((tert-butyldiphenylsilyl)oxy)cyclobutane-1-carboxylic acid